(2S)-2-(4-bromophenoxy)-N-methoxy-3-methylbutanamide BrC1=CC=C(O[C@H](C(=O)NOC)C(C)C)C=C1